ClC=1C=CC2=C(C[C@@H](CC=3N2C(=NN3)[C@@H]3CC[C@H](CC3)OC3=NC=CC=C3)NCC(C)(C)C)C1 (5S)-8-chloro-N-(2,2-dimethylpropyl)-1-[trans-4-(pyridin-2-yloxy)cyclohexyl]-5,6-dihydro-4H-[1,2,4]triazolo[4,3-a][1]benzazepin-5-amine